1,4-Pentanediamine C(CCC(C)N)N